5-(tert-butyl)-N-((4-fluoro-1-(6-(1-methyl-1H-pyrazol-4-yl)pyrazolo[1,5-a]pyrazin-4-yl)piperidin-4-yl)methyl)-1,2,4-oxadiazole-3-carboxamide trifluoroacetate FC(C(=O)O)(F)F.C(C)(C)(C)C1=NC(=NO1)C(=O)NCC1(CCN(CC1)C=1C=2N(C=C(N1)C=1C=NN(C1)C)N=CC2)F